Pentacosa-13,16,19-trienoic acid C(CCCCCCCCCCCC=CCC=CCC=CCCCCC)(=O)O